1-{5-[(tertiary-butoxycarbonyl)amino]-3-fluoropyridin-2-yl}-2-chloroethyl methanesulfonate CS(=O)(=O)OC(CCl)C1=NC=C(C=C1F)NC(=O)OC(C)(C)C